ClC1=C(C=CC=C1NC=1N=CC=C2C=C(C=NC12)CN1C[C@H](CC1)O)C1=C(C(=CC=C1)C=1OC2=C(N1)C=C(C=C2Cl)CO)C (S)-1-((8-(2-chloro-3'-(7-chloro-5-(hydroxymethyl)benzo[d]oxazol-2-yl)-2'-methylbiphenyl-3-ylamino)-1,7-naphthyridin-3-yl)methyl)pyrrolidin-3-ol